N-((3R,5S)-1-((difluoromethyl)sulfonyl)-5-methylpyrrolidin-3-yl)-2-(6-(6-((cis)-2,6-dimethylmorpholino)pyridin-2-yl)isoquinolin-3-yl)acetamide FC(S(=O)(=O)N1C[C@@H](C[C@@H]1C)NC(CC=1N=CC2=CC=C(C=C2C1)C1=NC(=CC=C1)N1C[C@@H](O[C@@H](C1)C)C)=O)F